FC1=C(C=CC=C1)NC(=N)NNC(=N)N (2-fluorophenyl)biguanidine